NC1=C(C=CC=C1)C1=C(C=CC=C1)[Pd]OS(=O)(=O)C [2-(2-aminophenyl)phenyl]-methylsulfonyloxypalladium